The molecule is an extended flavonoid that consists of (2S)-flavanone substituted by hydroxy groups at positions 5 and 3', a methoxy group at position 4' , a prenyl group at position 6 and a gem-dimethylpyran ring fused across positions 7 and 8. Isolated from Lonchocarpus utilis and Lonchocarpus urucu, it acts as a NADH:ubiquinone reductase inhibitor. It has a role as a metabolite and an EC 1.6.5.3 [NADH:ubiquinone reductase (H(+)-translocating)] inhibitor. It is an extended flavonoid, a monomethoxyflavanone, a dihydroxyflavanone, a pyranochromane and a member of 4'-methoxyflavanones. CC(=CCC1=C(C2=C(C3=C1OC(C=C3)(C)C)O[C@@H](CC2=O)C4=CC(=C(C=C4)OC)O)O)C